(R)-2-(N-[4-amino-5-(4-methoxybenzoyl)thiazol-2-yl]-3,4-difluoro-anilino)propionamide NC=1N=C(SC1C(C1=CC=C(C=C1)OC)=O)N(C1=CC(=C(C=C1)F)F)[C@@H](C(=O)N)C